2,2,6,6-tetramethyl-2H-pyran-3,5(4H,6H)-dione CC1(OC(C(CC1=O)=O)(C)C)C